2-(((5-bromothiophen-2-yl)methyl)amino)-N-(3-fluorobenzyl)acetamide BrC1=CC=C(S1)CNCC(=O)NCC1=CC(=CC=C1)F